S1C=C(C=C1)C=1C=C2CNCC2=CC1 5-(thiophen-3-yl)isoindoline